7-(benzo[b]thiophen-7-yl)-4-(3,8-diazabicyclo[3.2.1]-octan-3-yl)-6-chloro-8-fluoro-2-(((2R,7aS)-2-fluorotetrahydro-1H-pyrrolizin-7a(5H)-yl)methoxy)-quinazoline S1C2=C(C=C1)C=CC=C2C2=C(C=C1C(=NC(=NC1=C2F)OC[C@]21CCCN1C[C@@H](C2)F)N2CC1CCC(C2)N1)Cl